(Z)-2-fluoro-3-(7-fluoro-1H-indazol-6-yl)-N-(6-methoxy-2,4-dimethylpyridin-3-yl)acrylamide F\C(\C(=O)NC=1C(=NC(=CC1C)OC)C)=C/C1=CC=C2C=NNC2=C1F